COC(C(CC(=O)C1=CC(=CC=C1)OC1CCC1)=O)=O 4-(3-Cyclobutoxyphenyl)-2,4-dioxobutyric acid methyl ester